C(C)(C)C1=NC(C2=CC=C(C=C12)C1=C(N=C(S1)NC(=O)N1[C@@H](CCC1)C(=O)N)C)=O (S)-N1-(5-((R)-3-isopropyl-1-oxoisoindol-5-yl)-4-methylthiazol-2-yl)pyrrolidine-1,2-dicarboxamide